(R) and (S)-N-(1-(4-fluorophenyl)-2-hydroxy-2-methylpropyl)-3-(2-methylpyridin-4-yl)-1H-pyrazolo[3,4-b]pyridine-5-amide FC1=CC=C(C=C1)[C@H](C(C)(C)O)NC(=O)C=1C=C2C(=NC1)NN=C2C2=CC(=NC=C2)C |r|